CC=1C=C(CCNC2=NC3=CC=CC=C3C(=N2)NCCN2CCN(CC2)C)C=CC1 N2-(3-methylphenethyl)-N4-(2-(4-methylpiperazin-1-yl)ethyl)quinazoline-2,4-diamine